FC1(OC2=C(O1)C=CC(=C2C(CN(C(OC(C)(C)C)=O)C)O)CCO)F tert-butyl (2-(2,2-difluoro-5-(2-hydroxyethyl)benzo[d][1,3]dioxol-4-yl)-2-hydroxyethyl)(methyl)carbamate